COC=1N=C2C(=CC=NC2=CC1OC)OC1=C(C=C(C=C1)NC(=O)C1=NC(=CN(C1=O)C1=CC=C(C=C1)F)C)F N-[4-[(6,7-dimethoxy-1,5-naphthyridin-4-yl)oxy]-3-fluorophenyl]-4-(4-fluorophenyl)-6-methyl-3-oxopyrazine-2-carboxamide